C(C)N(C1(CNCC1)C)CC N,N-diethyl-3-methylpyrrolidin-3-amine